C(C)(C)(C)C1=C(C=CC(=C1)C(C)(C)C)P(O)(O)(C1=C(C=C(C=C1)C(C)(C)C)C(C)(C)C)OCC(CO)(CO)CO pentaerythritol di(2,4-di-tert-butylphenyl)phosphite